C1=CC=CC=2C3=CC=CC=C3C3=CC=CC=C3C12.[Na] sodium triphenylene